C(#N)C1=CC(=C(OC2=C(N=NC(=C2)C(F)(F)F)C(=O)NC2=CC(=CC=C2)SNC)C=C1)OC 4-(4-cyano-2-methoxyphenoxy)-N-(3-(S-methylamino-sulfanyl)phenyl)-6-(trifluoromethyl)pyridazine-3-carboxamide